CC1=NOC(=C1C=1C=C2C(=NC1)C(=C(N2[C@@H](C)C2=NC=CC=C2)C(F)(F)F)C=2C(=C(C(=O)O)C=CC2)F)C (S)-3-(6-(3,5-dimethylisoxazol-4-yl)-1-(1-(pyridin-2-yl)ethyl)-2-(trifluoromethyl)-1H-pyrrolo[3,2-b]pyridin-3-yl)-2-fluorobenzoic acid